1,2,3,4-tetrahydroquinolinyltriethoxysilane N1(CCCC2=CC=CC=C12)[Si](OCC)(OCC)OCC